(S)-4-(5-(4-((2-((S)-3-carboxybutanoyl)-4-fluoro-6-methoxybenzo[b]thiophen-5-yl)oxy)butoxy)-6-methoxybenzo[b]thiophen-2-yl)-2-methyl-4-oxobutanoic acid C(=O)(O)[C@H](CC(=O)C1=CC2=C(S1)C=C(C(=C2F)OCCCCOC2=CC1=C(SC(=C1)C(C[C@@H](C(=O)O)C)=O)C=C2OC)OC)C